mono-n-propyltitanium trihydroxide [OH-].[OH-].[OH-].C(CC)[Ti+3]